5-(2-ethylthiopropyl)-3-hydroxy-2-{4-methyl-1-[1-(4-methyl-1H-pyrrol-2-yloxymethyl)-propoxylimino]-pentyl}-cyclohex-2-enone C(C)SC(CC1CC(=C(C(C1)=O)C(CCC(C)C)=NOC(CC)COC=1NC=C(C1)C)O)C